O[C@@H](CNC(CCCCCCC\C=C/CCCCCCCC)=O)CO (S)-N-(2,3-dihydroxypropyl)oleamide